C(C1=CC=CC=C1)OC1=NC(=CC=C1C1=NN(C2=CC(=CC=C12)N1CC2(C1)CN(CCC2)C(=O)OC(C)(C)C)C)OCC2=CC=CC=C2 tert-butyl 2-(3-(2,6-bis(benzyloxy)pyridin-3-yl)-1-methyl-1H-indazol-6-yl)-2,6-diazaspiro[3.5]nonane-6-carboxylate